ClC=1C(N(C(=CC1OC([2H])([2H])C1=NC=C(C=C1F)F)C)C1=CC(=NC=C1C)N1N=C(N=C1)C(C)(C)O)=O 3-chloro-4-((3,5-difluoropyridin-2-yl)methoxy-d2)-2'-(3-(2-hydroxyl-Propan-2-yl)-1H-1,2,4-triazol-1-yl)-5',6-dimethyl-2H-[1,4'-bipyridine]-2-one